6'-bromo-spiro[9H-fluorene-9,9'-[9H]xanthene] BrC=1C=C2OC=3C=CC=CC3C3(C2=CC1)C1=CC=CC=C1C=1C=CC=CC13